FC1=C2C(=NC=C1)CC(C2)CNCCC2CN(C(O2)=O)C2=NC1=C(OCC(N1)=O)N=C2 6-[5-[2-[(4-fluoro-6,7-dihydro-5H-cyclopenta[b]pyridin-6-yl)methylamino]ethyl]-2-oxo-1,3-oxazolidin-3-yl]-4H-pyrazino[2,3-b][1,4]oxazin-3-one